IN(CCCCC)CCCCC N-iodo-di-n-pentylamine